Cl.FC(N1N=CC(=C1)N)F 1-(difluoromethyl)-4-amino-pyrazole HCl salt